4-chloro-6-methylthiopyrimidine ClC1=NC=NC(=C1)SC